ClC=1C=C2C=NC(=NC2=CC1N1CCN(CC1)C1COC(C1)(C)C)NC=1C=NN(C1C)C1CC1 6-chloro-N-(1-cyclopropyl-5-methyl-1H-pyrazol-4-yl)-7-(4-(5,5-dimethyltetrahydrofuran-3-yl)piperazin-1-yl)quinazolin-2-amine